S(=O)(=O)([O-])[O-].[Co+2].[Ni+2].S(=O)(=O)([O-])[O-] nickel-cobalt sulfate